BrC1=CC=2C=3N(C(=NC2C=C1)NCC1=C(C=C(C=C1)OC)OC)C=CN3 9-bromo-N-(2,4-dimethoxybenzyl)imidazo[1,2-c]quinazolin-5-amine